Dinatrium Hydrogenphosphat P(=O)(O)([O-])[O-].[Na+].[Na+]